(E)-3-(3,4-dihydroxyphenyl)-N-((1S,2R)-2-Phenylcyclopropyl)acrylamide OC=1C=C(C=CC1O)/C=C/C(=O)N[C@@H]1[C@H](C1)C1=CC=CC=C1